N-((1S,2R)-2-(6-fluoro-2,3-dimethylphenyl)-1-(5-oxo-4,5-dihydro-1,3,4-oxadiazol-2-yl)propyl)-4-hydroxy-4-methylchroman-6-sulfonamide FC1=CC=C(C(=C1[C@H]([C@@H](C=1OC(NN1)=O)NS(=O)(=O)C=1C=C2C(CCOC2=CC1)(C)O)C)C)C